copper tetrakis[(4-hexenoyloxy)phenyl]porphyrin C(CCC=CC)(=O)OC1=C(C=CC=C1)C1=C2C=CC(C(=C3C=CC(=C(C=4C=CC(=C(C5=CC=C1N5)C5=C(C=CC=C5)OC(CCC=CC)=O)N4)C4=C(C=CC=C4)OC(CCC=CC)=O)N3)C3=C(C=CC=C3)OC(CCC=CC)=O)=N2.[Cu]